p-Fluorophenylalanine C1=CC(=CC=C1CC(C(=O)O)N)F